N-(tetrahydropyran-4-ylmethylene)-hydroxylamine O1CCC(CC1)C=NO